inosine monophosphate P(=O)(O)(O)OC[C@@H]1[C@H]([C@H]([C@@H](O1)N1C=NC=2C(O)=NC=NC12)O)O